C(C)(=O)OC1=C(C=C(C(=O)OCC[Si](C)(C)C)C=C1)C 2-(Trimethylsilyl)ethyl 4-acetoxy-3-methylbenzoate